C(=C)[Si](O[Si](C1=CC=CC=C1)(C1=CC=CC=C1)C1=CC=CC=C1)(C=C)C=C 1,1,1-trivinyltriphenyldisiloxane